[C@H]12CN(C[C@H](CC1)N2)C2=NC(=NC1=C(C(=CC=C21)C2=CC(=CC1=CC=CC=C21)O)F)OCC2C(C(C2)(F)F)(F)F 4-(4-((1R,5S)-3,8-diazabicyclo[3.2.1]octan-3-yl)-8-fluoro-2-((2,2,3,3-tetrafluorocyclobutyl)methoxy)quinazolin-7-yl)naphthalen-2-ol